14-Hexyl-9-(2-((2-hexyldecanoyl)oxy)ethyl)-8,13-dioxo-7,12-dioxa-3,4-dithia-9-azadocosan-1-aminium 2,2,2-trifluoroacetate FC(C(=O)[O-])(F)F.C(CCCCC)C(C(OCCN(C(OCCSSCC[NH3+])=O)CCOC(C(CCCCCCCC)CCCCCC)=O)=O)CCCCCCCC